2'-chloro-6-cyano-N-{6-cyclopropylimidazo[2,1-b][1,3,4]thiadiazol-2-yl}-5'-methoxy-[4,4'-bipyridine]-3-carboxamide ClC1=NC=C(C(=C1)C1=C(C=NC(=C1)C#N)C(=O)NC1=NN2C(S1)=NC(=C2)C2CC2)OC